2-(2-aminoethyl)-N-(pyridin-2-ylmethyl)-1,3-thiazole-4-carboxamide dihydrochloride Cl.Cl.NCCC=1SC=C(N1)C(=O)NCC1=NC=CC=C1